COCC1=CC=C(O1)C=O 5-methoxymethyl-2-furanformaldehyde